3-amino-N-{(1S,2S)-2-[(4-bromophenyl)methoxy]cyclopentyl}-6-(6-fluoropyridin-3-yl)pyrazine-2-carboxamide NC=1C(=NC(=CN1)C=1C=NC(=CC1)F)C(=O)N[C@@H]1[C@H](CCC1)OCC1=CC=C(C=C1)Br